CC=1C=CC2=C(NC(O2)=S)C1 5-methyl-2,3-dihydro-1,3-benzoxazole-2-thione